bismuth gallium erbium aluminum [Al].[Er].[Ga].[Bi]